FC1=C(C=C(C=C1)[N+](=O)[O-])CNC(CC)=O N-[(2-fluoro-5-nitrophenyl)methyl]Propionamide